N-(4-(1-methyl-4-(trifluoromethyl)-1H-imidazol-2-yl)benzyl)-9-(tetrahydro-2H-pyran-2-yl)-2-(2-(trifluoromethyl)phenyl)-9H-purin-6-amine CN1C(=NC(=C1)C(F)(F)F)C1=CC=C(CNC2=C3N=CN(C3=NC(=N2)C2=C(C=CC=C2)C(F)(F)F)C2OCCCC2)C=C1